butylarsin C(CCC)[AsH2]